C(C)OC1=C(C=NC(=C1)O)C1=CC(=C(C=C1)CC(=O)NC=1C=C(C(=O)NCCN2CCCC2)C=C(C1)C(F)(F)F)F 3-(2-(4-(4-ethoxy-6-hydroxypyridin-3-yl)-2-fluorophenyl)acetamido)-N-(2-(pyrrolidin-1-yl)ethyl)-5-(trifluoromethyl)benzamide